C(C)[SiH](CC)CC (triethyl)silane